ClC=1C=C(C(=NC1)NC(OCC)=O)C#N ethyl (5-chloro-3-cyanopyridin-2-yl)carbamate